ClC1C2CCC(C(CC1)S2)Cl 2,6-Dichloro-9-thiabicyclo[3.3.1]nonane